FC(C(=O)O)(F)F.FC1=C(C(=C(C=C1F)F)F)OC(C(COCCOCCOCCOCCOCCOCCC(NCCCCC)=O)C1=C2C=C(C(=NC2=CC=C1)N)CCCCC)=O (2-amino-3-pentylquinolin-5-yl)-22-oxo-4,7,10,13,16,19-hexaoxa-23-azaoctacosanoic acid 2,3,5,6-tetrafluorophenyl ester trifluoroacetate